5,6,7,8-tetrahydronaphthalen-1-yl triflate O(S(=O)(=O)C(F)(F)F)C1=CC=CC=2CCCCC12